2-((1-chloro-4-(o-tolyl)isoquinolin-7-yl)oxy)acetic acid ClC1=NC=C(C2=CC=C(C=C12)OCC(=O)O)C1=C(C=CC=C1)C